2-((R)-6-(4-(2-(((R)-1,4-dioxan-2-yl)methoxy)phenyl)piperidin-1-yl)-2-azaspiro[3.4]octan-2-yl)-1,3,4-thiadiazole O1[C@H](COCC1)COC1=C(C=CC=C1)C1CCN(CC1)[C@H]1CC2(CN(C2)C=2SC=NN2)CC1